tert-Butyl 4-carbamothioylpiperidine-1-carboxylate C(N)(=S)C1CCN(CC1)C(=O)OC(C)(C)C